FC1=CC=C(C=C1)COC1=C2C=CN(C2=CC(=C1)CNC(C)=O)C N-[[4-[(4-fluorophenyl)methoxy]-1-methyl-indol-6-yl]methyl]acetamide